5-((7-(5-(4-fluoro-2-((isopropyl(methyl)amino)methyl)phenoxy)pyrimidin-4-yl)-2,7-diazaspiro[4.4]nonan-2-yl)methyl)-1,3-dihydro-2H-benzo[d]imidazol-2-one FC1=CC(=C(OC=2C(=NC=NC2)N2CC3(CCN(C3)CC3=CC4=C(NC(N4)=O)C=C3)CC2)C=C1)CN(C)C(C)C